(E)-N-(2-butoxyphenyl)-3-(4-(methylamino)phenyl)acrylamide C(CCC)OC1=C(C=CC=C1)NC(\C=C\C1=CC=C(C=C1)NC)=O